COC(C1CCC(CC1)OC1CCN(CC1)C(=O)OCC1=CC=CC=C1)OC benzyl 4-((4-(dimethoxymethyl)cyclohexyl)oxy)piperidine-1-carboxylate